2-(((R)-5-((S)-2-(5-chloropyridin-2-yl)-2-methylbenzo[d][1,3]dioxol-4-yl)-3,6-dihydro-2H-pyran-2-yl)methyl)-1-(thiazol-5-ylmethyl)-1H-benzo[d]imidazole-6-carboxylic acid ClC=1C=CC(=NC1)[C@@]1(OC2=C(O1)C=CC=C2C2=CC[C@@H](OC2)CC2=NC1=C(N2CC2=CN=CS2)C=C(C=C1)C(=O)O)C